3,7-dimethyloct-6-enyl 6-bromohexanoate BrCCCCCC(=O)OCCC(CCC=C(C)C)C